CC1(OB(OC1(C)C)[C@H]1[C@H](C1)C)C |r| rac-cis-4,4,5,5-tetramethyl-2-(cis-2-methylcyclopropyl)-1,3,2-dioxaborolane